(R)-3-methyl-4-(1-(methylsulfonyl)-6-(1H-pyrazol-5-yl)-1H-pyrrolo[2,3-b]pyridin-4-yl)morpholine C[C@H]1N(CCOC1)C1=C2C(=NC(=C1)C1=CC=NN1)N(C=C2)S(=O)(=O)C